5-chloro-N-(4-(2-propylhydrazine-1-carbonyl)benzyl)-1H-indole-2-carboxamide ClC=1C=C2C=C(NC2=CC1)C(=O)NCC1=CC=C(C=C1)C(=O)NNCCC